BrC=1C=C(C=C2C(C=C(OC12)SCC)=O)Cl 8-bromo-6-chloro-2-ethylthio-chromen-4-one